ClC1=C2C=C(N(C=C2C([C@@](C1=O)(C)O)=O)C1=CC=C(C=C1)OC1=CC=C(C=C1)F)\C=C\C(=C\[C@H](CC)C)\C (R)-5-chloro-3-((S,1E,3E)-3,5-dimethylhepta-1,3-dien-1-yl)-2-(4-(4-fluorophenoxy)phenyl)-7-hydroxy-7-methylisoquinoline-6,8(2H,7H)-dione